ClSSCl chlorosulfanyl thiohypochlorite